NC1=C(C=C(C(=C1SC)N)SC)Cl 2,4-diamino-3,5-dimethylsulfanyl-chlorobenzene